CCCCCCCCCCCCCCCC(CC(=O)OC(CC(=O)[O-])C[N+](C)(C)C)O The molecule is an O-acylcarnitine having 3-hydroxyoctadecanoyl as the acyl substituent. It has a role as a metabolite. It is an O-acylcarnitine, a carboxylic ester and an ammonium betaine. It derives from a carnitine.